(4-(4-amino-7-cyano-1-methyl-3-(4-((4-methylpyrimidin-2-yl)oxy)phenyl)-1H-pyrrolo[3,2-c]pyridin-2-yl)-3-methylphenyl)methacrylamide NC1=NC=C(C2=C1C(=C(N2C)C2=C(C=C(C=C2)C=C(C(=O)N)C)C)C2=CC=C(C=C2)OC2=NC=CC(=N2)C)C#N